C1(=CC=CC=C1)NNC1=CC(OC2=C1C=C(C=C2)[N+](=O)[O-])=O 4-(phenylhydrazino)-6-nitro-2H-benzopyran-2-one